(7-(3,4-dimethoxyphenyl)pyrazolo[1,5-a]pyrimidin-2-yl)(piperazin-1-yl)methanone COC=1C=C(C=CC1OC)C1=CC=NC=2N1N=C(C2)C(=O)N2CCNCC2